3-chloro-6-((3-(2,2,2-trifluoroethoxy)pyridin-2-yl)oxy)imidazo[1,2-a]pyridine-2-carboxylic acid ClC1=C(N=C2N1C=C(C=C2)OC2=NC=CC=C2OCC(F)(F)F)C(=O)O